(Z)-2-thioxo-5-((5-(3-(trifluoromethyl)phenyl)furan-2-yl)methylene)thiazolidin-4-one S=C1S\C(\C(N1)=O)=C/C=1OC(=CC1)C1=CC(=CC=C1)C(F)(F)F